C(C)S(=O)(=O)OC methyl Ethyl-Sulfonate